3-[[4,7-bis[[2-carboxyethyl(hydroxy)phosphoryl]methyl]-1,4,7-triazacyclononane-1-yl]methyl-hydroxy-phosphoryl]propionic acid C(=O)(O)CCP(=O)(O)CN1CCN(CCN(CC1)CP(=O)(CCC(=O)O)O)CP(=O)(O)CCC(=O)O